10-oxononadecanoic acid O=C(CCCCCCCCC(=O)O)CCCCCCCCC